7-amino-1,6,9,9-tetramethyl-9H-fluorene-2,4-diol NC1=C(C=C2C=3C(=CC(=C(C3C(C2=C1)(C)C)C)O)O)C